3-{4-(N-Cyclopentyl-N-ethylamino)-2-[4-(4-methylpiperazin-1-yl)phenylamino]pyrimidin-5-yl}acrylonitrile C1(CCCC1)N(CC)C1=NC(=NC=C1C=CC#N)NC1=CC=C(C=C1)N1CCN(CC1)C